COC(COC1=C(C=CC=C1)C1CC1)=O 2-(2-Cyclopropylphenoxy)acetic acid methyl ester